FC1(CC(N(C1)C1=C(C(=NC=N1)NCC1C(CN(CC1)CC(=O)N)F)F)C1=CC=C(C=C1)C(F)(F)F)F 2-(4-(((6-(4,4-difluoro-2-(4-(trifluoromethyl)phenyl)pyrrolidin-1-yl)-5-fluoropyrimidin-4-yl)amino)methyl)-3-fluoropiperidin-1-yl)acetamide